N-[3-chloro-1-(3-pyridinyl)-1H-pyrazol-4-yl]-2-(methylsulfonyl)propanamide ClC1=NN(C=C1NC(C(C)S(=O)(=O)C)=O)C=1C=NC=CC1